CO[C@@H]1COCC[C@H]1NCC#CC=1N(C2=CC=CC(=C2C1)NC1CCC(CC1)N(C)C)CC(F)(F)F (1S,4S)-N1-(2-(3-(((3S,4R)-3-methoxy-tetrahydro-2H-pyran-4-yl)amino)prop-1-yn-1-yl)-1-(2,2,2-trifluoro-ethyl)-1H-indol-4-yl)-N4,N4-dimethylcyclohexane-1,4-diamine